N2-[4-(4-aminocyclohexen-1-yl)phenyl]-N4-[2-(6-methyl-2-pyridyl)pyrimidin-4-yl]pyrimidine-2,4-diamine NC1CC=C(CC1)C1=CC=C(C=C1)NC1=NC=CC(=N1)NC1=NC(=NC=C1)C1=NC(=CC=C1)C